6-bromo-1-(5,6,7,8-tetrahydronaphthalen-2-yl)-1H-benzo[d]imidazole BrC=1C=CC2=C(N(C=N2)C2=CC=3CCCCC3C=C2)C1